FC(F)(F)S(=O)(=O)OC1=CCCCC1 cyclohex-1-en-1-yl trifluoromethyl-sulfonate